N(C#N)S(=NC(CC1=C(C(=C(C=C1C(C)C)C#N)F)C(C)C)=O)(=O)C1=CN=C(S1)[C@](CO)(C)O |o1:29| N-(cyanamido(2-((R or S)-1,2-dihydroxypropan-2-yl)thiazol-5-yl)(oxo)-λ6-sulfaneylidene)-2-(4-cyano-3-fluoro-2,6-diisopropylphenyl)acetamide